COC1=C(C(=NC(=N1)C=1C=NC=CC1)NC1=CC=C(C=C1)C)C(F)(F)F 6-methoxy-N-(4-methylphenyl)-2-(3-pyridyl)-5-(trifluoromethyl)-4-pyrimidinamine